2-(methylsulfonyl)phenol CS(=O)(=O)C1=C(C=CC=C1)O